(1,1'-biphenyl)-4-formaldehyde C1(=CC=C(C=C1)C=O)C1=CC=CC=C1